1-(2-((4-fluorophenyl)amino)-5-methylpyrimidin-4-yl)-N-(2-hydroxy-1-phenylethyl)-1H-imidazole-4-carboxamide FC1=CC=C(C=C1)NC1=NC=C(C(=N1)N1C=NC(=C1)C(=O)NC(CO)C1=CC=CC=C1)C